C[C@@H]1CC2=CC(=O)CC[C@@H]2[C@@H]3[C@@H]1[C@@H]4CC[C@]([C@]4(CC3)C)(C)O The molecule is an androgen that is nalandrone carrying two methyl substituents at positions 7alpha and 17. It has a role as an anabolic agent and an androgen. It is a 17beta-hydroxy steroid and a 3-oxo-Delta(4) steroid. It derives from a hydride of an estrane.